FC1=C(C=CC(=C1)F)C1=NC=2C(=NC(=CC2C)N2[C@@H]3CN[C@H](C2)C3)N1C1=CC=NC=C1 (1S,4S)-2-[2-(2,4-difluorophenyl)-7-methyl-3-(pyridin-4-yl)-3H-imidazo[4,5-b]pyridin-5-yl]-2,5-diazabicyclo[2.2.1]heptane